((1R,5S,6r)-3-(3-(4-chloro-2-methyl-2H-indazol-5-yl)-1H-pyrazolo[3,4-b]pyrazin-6-yl)-6-(5-fluorothiazol-2-yl)-3-azabicyclo[3.1.0]hexan-6-yl)methanamine ClC=1C2=CN(N=C2C=CC1C1=NNC2=NC(=CN=C21)N2C[C@H]1C([C@H]1C2)(C=2SC(=CN2)F)CN)C